CC1=NOC(=C1C1=CC=C2C=3N([C@H](COC31)C3=NC=CC=C3)C(=N2)N2C[C@@H](CC2)N(C(COC)=O)C)C N-{(3R)-1-[(4S)-7-(3,5-dimethylisoxazol-4-yl)-4-pyridin-2-yl-4,5-dihydroimidazo[1,5,4-de][1,4]benzoxazin-2-yl]pyrrolidin-3-yl}-2-methoxy-N-methylacetamide